3-fluoro-4-[[5-[2-fluoro-4-(trifluoromethoxy)anilino]-4-methyl-3-pyridyl]methyl]pyridin-2-amine FC=1C(=NC=CC1CC=1C=NC=C(C1C)NC1=C(C=C(C=C1)OC(F)(F)F)F)N